C(C)(C)(C)C1=NC2=C(N1)C=CC(=C2)C(=O)OC methyl 2-tert-butyl-1H-benzimidazole-5-carboxylate